4-(2-(7-methoxy-1-methyl-1H-pyrrolo[2,3-c]pyridin-3-yl)-5-methyl-4-nitrophenoxy)benzoic acid methyl ester COC(C1=CC=C(C=C1)OC1=C(C=C(C(=C1)C)[N+](=O)[O-])C1=CN(C2=C(N=CC=C21)OC)C)=O